FC1=C2C3=C(NC2=C(C=C1F)NC)N=CC(=C3N3CCOCC3)C=3C=C1C(C(=CN(C1=NC3)CC3NCCC3)C(=O)O)=O 6-[5,6-difluoro-8-(methylamino)-4-morpholino-9H-pyrido[2,3-b]indol-3-yl]-4-oxo-1-(pyrrolidin-2-ylmethyl)-1,8-naphthyridine-3-carboxylic acid